CC1=NC(=CC=C1N1CC2(CN(C2)C(=O)O)C1)C(NC)=O 6-(2-methyl-6-(methylcarbamoyl)pyridin-3-yl)-2,6-diazaspiro[3.3]Heptane-2-carboxylic acid